4-ethynyl-1-(oxetan-2-ylmethyl)-1H-benzo[d]imidazole-6-carboxylic acid C(#C)C1=CC(=CC=2N(C=NC21)CC2OCC2)C(=O)O